C(C)(C)(C)OC(=O)N1CCC(CC1)CN1C=NC=C(C1=O)C1=CC=CC=C1 4-[(6-oxo-5-phenyl-1,6-dihydropyrimidin-1-yl)methyl]Piperidine-1-carboxylic acid tert-butyl ester